tert-butyl (2-(2,5-dioxo-2,5-dihydro-1H-pyrrole-1-yl)ethyl)carbamate O=C1N(C(C=C1)=O)CCNC(OC(C)(C)C)=O